3-(2-amino-1-{[3-(1H-pyrazol-4-yl)-1H-indol-7-yl]carbamoyl}ethyl)benzoic acid NCC(C(NC=1C=CC=C2C(=CNC12)C=1C=NNC1)=O)C=1C=C(C(=O)O)C=CC1